N-(4-chlorobenzo[d]isoxazol-3-yl)-4-(difluoromethoxy)benzenesulfonamide ClC1=CC=CC2=C1C(=NO2)NS(=O)(=O)C2=CC=C(C=C2)OC(F)F